N-lauroyl-leucine C(CCCCCCCCCCC)(=O)N[C@@H](CC(C)C)C(=O)O